ClC=1C=NN(C1C1(CC1)C#N)C 1-(4-chloro-1-methyl-1H-pyrazol-5-yl)cyclopropane-1-carbonitrile